ClC=1C=C2C(=CC1)C(CC21CCNCC1)=O 5-chlorospiro[indane-3,4'-piperidine]-1-one